4-(3-formylimidazo[1,2-a]pyridine-2-yl)benzonitrile C(=O)C1=C(N=C2N1C=CC=C2)C2=CC=C(C#N)C=C2